O[C@H](COC1=C(C=C(C=C1)C=1[C@@H](NC(NN1)=O)C)C(F)(F)F)C (5S)-6-{4-[(2S)-2-Hydroxypropoxy]-3-(trifluoromethyl)phenyl}-5-methyl-4,5-dihydro-1,2,4-triazin-3(2H)-one